CC=1C(=NC(=C(N1)C)C)C(=O)Cl 3,5,6-trimethylpyrazine-2-carbonyl chloride